1-(2,3-difluorophenyl)but-3-en-1-ol FC1=C(C=CC=C1F)C(CC=C)O